2-chloro-4-fluoro-6-phenylindolo[1,2-a]quinoxaline ClC=1C=C(C=2N=C(C=3N(C2C1)C1=CC=CC=C1C3)C3=CC=CC=C3)F